FC(C1=CC=C(C=N1)C(=C)C=1C(=C(N(C1)S(=O)(=O)C1=CC=C(C=C1)C)C(=O)OCC)C)F ethyl 4-(1-(6-(difluoromethyl) pyridin-3-yl) vinyl)-3-methyl-1-(4-methylbenzene-1-sulfonyl)-1H-pyrrole-2-carboxylate